C(=O)C1=C(C=CC=C1)NC1=C(C(=O)OC)C=C(C=C1)C(F)(F)F Methyl 2-((2-formylphenyl)amino)-5-(trifluoromethyl)benzoate